N1(CCCCCC1)C(=O)C1=CC2=C(C=N1)C(=NN2COC)C2=CN=C1N2C=C(C=C1)F Azepan-1-yl-[3-(6-fluoro-imidazo[1,2-a]pyridin-3-yl)-1-methoxymethyl-1H-pyrazolo[4,3-c]pyridin-6-yl]-methanone